C[N+](CCOP(=O)(O)[O-])(C)C.OCC=1C=NC=CC1 3-Hydroxymethylpyridine 2-(trimethylammonio)ethyl-hydrogenphosphate